5-Isopropoxy-N-((3-(pyrrolidine-1-carbonyl)-5-(trifluoromethyl)pyridin-2-yl)carbamothioyl)picolinimidamide C(C)(C)OC=1C=CC(=NC1)C(NC(NC1=NC=C(C=C1C(=O)N1CCCC1)C(F)(F)F)=S)=N